tert-butyl 3-((1-(5-hydroxypyridin-2-yl)cyclopropyl)(methyl)carbamoyl)-6,7-dihydro-1H-pyrazolo[4,3-c]pyridine-5(4H)-carboxylate OC=1C=CC(=NC1)C1(CC1)N(C(=O)C1=NNC2=C1CN(CC2)C(=O)OC(C)(C)C)C